C1(CC1)N1N=CC(=C1)C1OCCC(C1)C=1C=C2C(N(C(=NC2=C(C1)C1=C(C=C(C=C1)C(F)(F)F)F)C)C)=O 6-(2-(1-cyclopropyl-1H-pyrazol-4-yl)tetrahydro-2H-pyran-4-yl)-8-(2-fluoro-4-(trifluoromethyl)phenyl)-2,3-dimethylquinazolin-4(3H)-one